FC(C1=NON=C1C(=O)NC1=C2C(CC(C2=C(C=C1)F)(C)C)C)F 3-difluoromethyl-N-(7-fluoro-1,1,3-trimethyl-4-indanyl)-4-furazanecarboxamide